C(C)(=O)NC1=CC=C2C(=NC(=NN21)C2=CN(C1=NC=C(C=C12)F)S(=O)(=O)C1=CC=C(C)C=C1)N[C@@H]1[C@H](C2CCC1CC2)C(=O)OCC ethyl (1R,2S,3S,4R)-3-((7-acetamido-2-(5-fluoro-1-tosyl-1H-pyrrolo[2,3-b]pyridin-3-yl)pyrrolo[2,1-f][1,2,4]triazin-4-yl)amino)bicyclo[2.2.2]octane-2-carboxylate